CC1=CC(=NN1)NC1=NC(=C2N=CNC2=N1)NC1CC2CCC(C1)N2CCC#N 3-((3-exo)-3-((2-((5-methyl-1H-pyrazol-3-yl)amino)-9H-purin-6-yl)amino)-8-azabicyclo[3.2.1]oct-8-yl)propionitrile